F[C@@H]1C[C@H](CN(C1)C(C)C)NC1=NN=C(C2=CC=CC=C12)C1=CC=C(C=C1)OC N-((3R,5R)-5-fluoro-1-isopropylpiperidin-3-yl)-4-(4-methoxyphenyl)phthalazin-1-amine